9,10-dioxo-9,10-dihydroanthracene-2,6-diylbis(4-vinylbenzoate) O=C1C2=CC=C(C=C2C(C=2C=CC(=CC12)C1=C(C(=O)[O-])C=CC(=C1)C=C)=O)C1=C(C(=O)[O-])C=CC(=C1)C=C